O1CCOC(CC1)=O 1,4-dioxepan-5-one